3-{2-[(2-{2-[2-({2-methyl-8-[4-(trifluoromethyl)phenyl]-2H,8H-pyrazolo[3,4-b]indol-5-yl}formamido)ethoxy]ethoxy}ethyl)carbamoyl]ethoxy}propanoic acid CN1N=C2N(C3=CC=C(C=C3C2=C1)C(=O)NCCOCCOCCNC(=O)CCOCCC(=O)O)C1=CC=C(C=C1)C(F)(F)F